S1C2=C(C(=C1)C(=O)NC=1C(=NC=C(C(=O)NCCCCCNC=3C=C4C(N(C(C4=CC3)=O)C3C(NC(CC3)=O)=O)=O)C1)NC1=C(C=CC(=C1)F)Cl)C=CC=C2 5-(benzo[b]thiophene-3-carboxamido)-6-((2-chloro-5-fluorophenyl)amino)-N-(5-((2-(2,6-dioxopiperidin-3-yl)-1,3-dioxoisoindolin-5-yl)amino)pentyl)nicotinamide